(S)-5-(2-(benzyloxy)ethyl)-3,3-diethyl-1-tosylpyrrolidin-2-one C(C1=CC=CC=C1)OCC[C@@H]1CC(C(N1S(=O)(=O)C1=CC=C(C)C=C1)=O)(CC)CC